((2'-(1-trityl-1H-tetrazol-5-yl)-[1,1'-biphenyl]-4-yl)methyl)-L-valine methyl ester COC([C@@H](NCC1=CC=C(C=C1)C1=C(C=CC=C1)C1=NN=NN1C(C1=CC=CC=C1)(C1=CC=CC=C1)C1=CC=CC=C1)C(C)C)=O